2-(1-isopropyl-4-piperidinyl)-6-methyl-N4-[7-(3-pyrrolidin-1-ylpropoxy)-2,3-dihydrobenzofuran-5-yl]pyrimidine-2,4-diamine C(C)(C)N1CCC(CC1)C1(NC(=CC(=N1)NC=1C=C(C2=C(CCO2)C1)OCCCN1CCCC1)C)N